CC=1C(NC=CN1)=O 3-methylpyrazin-2(1H)-one